C[Si](C#CC=1SC(=CC1)C)(C)C trimethyl-[(5-methylthiophene-2-yl)ethynyl]silane